Cl.FC1=C(C=CC(=C1)F)C1=CC(=C(C=C1)OC(C)=O)C(=O)OCC1NCCC1 (Pyrrolidin-2-yl)methyl 2',4'-difluoro-4-acetoxy-[1,1'-biphenyl]-3-carboxylate hydrochloride